NC=1C2=C(N=CN1)N(C(=C2C2=CC=C(C=C2)OC2=NC(=CC=C2)C)C2=NOC(=N2)C2CCN(CC2)C(C=C)=O)C 1-(4-(3-(4-amino-7-methyl-5-(4-((6-methylpyridin-2-yl)oxy)phenyl)-7H-pyrrolo[2,3-d]pyrimidin-6-yl)-1,2,4-oxadiazol-5-yl)piperidin-1-yl)prop-2-en-1-one